N-(1-((1R,4R)-4-((3,9-Diazaspiro[5.5]undecan-3-yl)methyl)cyclohexyl)-3-(difluoromethyl)-1H-pyrazol-4-yl)-5-(8-oxa-3-azabicyclo[3.2.1]octan-3-yl)pyrazolo[1,5-a]pyrimidine-3-carboxamide C1CN(CCC12CCNCC2)CC2CCC(CC2)N2N=C(C(=C2)NC(=O)C=2C=NN1C2N=C(C=C1)N1CC2CCC(C1)O2)C(F)F